FC=1C=C(C=CC1OC)[C@H](CC(=O)O)N1C(C=2N(CC1)C=C(C2)CCC2=NC=1NCCCC1C=C2)=O (S)-3-(3-fluoro-4-methoxyphenyl)-3-(1-oxo-7-(2-(5,6,7,8-tetrahydro-1,8-naphthyridin-2-yl)ethyl)-3,4-dihydropyrrolo[1,2-a]pyrazin-2(1H)-yl)propionic acid